BrC1=C(C=C2C(=NC(=NC2=C1F)OC[C@H]1N(CCC1)C)N1CC2(CN(C2)C(=O)OC(C)(C)C)CC1)Cl (S)-tert-butyl 6-(7-bromo-6-chloro-8-fluoro-2-((1-methylpyrrolidin-2-yl) methoxy) quinazolin-4-yl)-2,6-diazaspiro[3.4]Octane-2-carboxylate